boc-L-tertiary leucinol C(=O)(OC(C)(C)C)N[C@@H](C(C)(C)C)CO